C(CCCCCCCCCCC)N1C(C2=C(N(C(C2=C1)=O)CCCCCCCCCCCC)C=1SC=CC1)=O [2,5-didodecyl]-6-(thiophen-2-yl)pyrrolo[3,4-c]pyrrole-1,4-dione